ClC1=C(C=CC(=C1)F)C1=CC(OC2=CC(=CC=C12)O[C@@H](C(=O)N1C[C@H](CCC1)C(=O)OC(C)(C)C)C)=O tert-butyl (3S)-1-[(2R)-2-[4-(2-chloro-4-fluoro-phenyl)-2-oxo-chromen-7-yl]oxypropanoyl]piperidine-3-carboxylate